(5S)-5-[(1SR,5RS)-2-Azabicyclo[3.1.0]hex-2-ylcarbonyl]-2-{[6-(trifluoromethyl)pyridin-3-yl]methyl}-5,6,7,8-tetrahydro[1,2,4]triazolo[4,3-a]pyridin-3(2H)-one [C@H]12N(CC[C@@H]2C1)C(=O)[C@@H]1CCCC=2N1C(N(N2)CC=2C=NC(=CC2)C(F)(F)F)=O |&1:0,4|